2,2,2-trifluoroacetic acid, (3S,5R)-5-carboxy-N,N,N-trimethylpyrrolidin-3-aminium salt C(=O)(O)[C@H]1C[C@@H](CN1)[N+](C)(C)C.FC(C(=O)[O-])(F)F